C(#N)N1C[C@@H](CC1)NC(C1=CC(=C(C=C1)N1CCOCC1)F)=O (R)-N-(1-cyanopyrrolidin-3-yl)-3-fluoro-4-morpholinobenzamide